1-(4-((2-iodo-1-(2,2,2-trifluoroethyl)-1H-indol-4-yl)amino)piperidin-1-yl)-3-methoxypropan-2-ol IC=1N(C2=CC=CC(=C2C1)NC1CCN(CC1)CC(COC)O)CC(F)(F)F